FC(C1=NN=C(O1)C1=CC=C(CN(S(=O)(=O)CCN2C=NC=C2)C2=CC=CC=C2)C=C1)F N-(4-(5-(difluoromethyl)-1,3,4-oxadiazol-2-yl)benzyl)-2-(1H-imidazol-1-yl)-N-phenylethane-1-sulfonamide